[Na+].C(CCCCCCCCCCC)(=O)N[C@@H](C)C(=O)[O-] N-lauroyl-L-alanine sodium salt